FC1=C(C=C(C(=C1)C)C1=CC(=NC(=C1)N1CCOCC1)OCCO)NC(=O)N1CC(C(C1)C(F)(F)F)C N-[2-fluoro-5-[2-(2-hydroxyethoxy)-6-(morpholin-4-yl)pyridin-4-yl]-4-methylphenyl]-3-methyl-4-(trifluoromethyl)pyrrolidine-1-carboxamide